FC1(CCN(CC1)C1=NC=C(C(=N1)OC)F)C(=O)N1CCOC2=C(C1)C=NC=C2C#N 4-[4-fluoro-1-(5-fluoro-4-methoxy-pyrimidin-2-yl)piperidine-4-carbonyl]-3,5-dihydro-2H-pyrido[3,4-f][1,4]oxazepine-9-carbonitrile